Sodium (2S,5R)-7-oxo-2-(N-(3,4,5,6-tetrahydropyridazine-3-carbonyl) carbamimidoyl)-1,6-diazabicyclo[3.2.1]octan-6-yl sulfate S(=O)(=O)(ON1[C@@H]2CC[C@H](N(C1=O)C2)C(NC(=O)C2N=NCCC2)=N)[O-].[Na+]